8-(3,5-dichlorophenyl)-4-isopropoxy-3-nitroquinoline ClC=1C=C(C=C(C1)Cl)C=1C=CC=C2C(=C(C=NC12)[N+](=O)[O-])OC(C)C